Cl.FC1=C(C=CC=C1S(=O)(=O)C(F)(F)F)[C@@H](C)N (R)-1-(2-fluoro-3-((trifluoromethyl)sulfonyl)phenyl)ethan-1-amine hydrochloride